4-[2-benzyloxyethyl-[4-(5,6,7,8-tetrahydro-1,8-naphthyridin-2-yl)butyl]amino]-2-(3-methylbutanoylamino)butanoic acid C(C1=CC=CC=C1)OCCN(CCC(C(=O)O)NC(CC(C)C)=O)CCCCC1=NC=2NCCCC2C=C1